[Si](C)(C)(C(C)(C)C)OC1CN(CCC1N1C([C@H](CC1)O)=O)C1=NC=C(C=N1)C(F)(F)F syn-(3S)-1-(3-((tert-butyldimethylsilyl)oxy)-1-(5-(trifluoromethyl)pyrimidin-2-yl)piperidin-4-yl)-3-hydroxypyrrolidin-2-one